NC1=NN2C(C=C(C=C2C=2C=NN(C2)CC(F)(F)F)C=2C=NN(C2)C(C2CCN(CC2)C(=O)OC(C)(C)C)C2=CC=CC=C2)=N1 tert-Butyl 4-[(4-{2-amino-5-[1-(2,2,2-trifluoroethyl)-1H-pyrazol-4-yl][1,2,4]triazolo[1,5-a]pyridin-7-yl}-1H-pyrazol-1-yl)(phenyl)methyl]piperidine-1-carboxylate